tert-Butyl 5-(aminomethyl)-3,4-dihydroisoquinoline-2(1H)-carboxylate NCC1=C2CCN(CC2=CC=C1)C(=O)OC(C)(C)C